C1(=CC(=CC(=C1)C(=O)NC1=CC=C(C(=O)O)C=C1)C(=O)NC1=CC=C(C(=O)O)C=C1)C(=O)NC1=CC=C(C(=O)O)C=C1 4,4',4''-((benzene-1,3,5-tricarbonyl)tris(azanediyl)tribenzoic acid)